BrC1=CC(=C(C(=C1)F)[C@H]1N([C@@H](CC2=C3C(=CC=C12)N(C=N3)C(C3=CC=CC=C3)(C3=CC=CC=C3)C3=CC=CC=C3)C)CC(F)(F)F)F (6S,8R)-6-(4-bromo-2,6-difluorophenyl)-8-methyl-7-(2,2,2-trifluoroethyl)-3-trityl-6,7,8,9-tetrahydro-3H-imidazo[4,5-f]isoquinoline